(S)-N-(1-(7-([1,2,4]Triazolo[1,5-a]pyridin-6-yl)quinolin-5-yl)cyclopropyl)-5-(azetidin-2-ylmethoxy)-2-methylbenzamide N=1C=NN2C1C=CC(=C2)C2=CC(=C1C=CC=NC1=C2)C2(CC2)NC(C2=C(C=CC(=C2)OC[C@H]2NCC2)C)=O